C[C@@H]1N(C[C@H](N(C1)C(C=C)=O)C)C=1C2=C(N(CN1)C=1C(=NC=CC1C)C(C)C)N=C(C(=C2)F)C2=C(C=CC=C2C)F (M)-4-[(2S,5R)-2,5-Dimethyl-4-prop-2-enoyl-piperazin-1-yl]-6-fluoro-7-(2-fluoro-6-methyl-phenyl)-1-(2-isopropyl-4-methyl-3-pyridyl)pyrido[2,3-d]pyrimidin